(5RS)-2-(3,4-Difluorobenzyl)-5-(pyrrolidin-1-ylcarbonyl)-5,6,7,8-tetrahydro[1,2,4]triazolo[4,3-a]pyridine-3(2H)-one FC=1C=C(CN2N=C3N([C@H](CCC3)C(=O)N3CCCC3)C2=O)C=CC1F |r|